NC1=NC=C(C2=C1C(=C(N2C)C2=C(C=C(C=C2)NC(C(=C)C)=O)C)C2=CC(=C(C=C2)OC2=NC=CC(=N2)C)C)C#N N-(4-(4-amino-7-cyano-1-methyl-3-(3-methyl-4-((4-methylpyrimidin-2-yl)oxy)phenyl)-1H-pyrrolo[3,2-c]pyridin-2-yl)-3-methylphenyl)methacrylamide